5-[2-ethyl-5-(morpholin-4-yl)-[1,2,4]triazolo[1,5-a]pyridin-7-yl]-2-fluoro-4-methylaniline C(C)C1=NN2C(C=C(C=C2N2CCOCC2)C=2C(=CC(=C(N)C2)F)C)=N1